S1C(=CC=C1)C1=NC=2N(C(=C1)C(F)(F)F)N=CC2 5-(thiophene-2-yl)-7-(trifluoromethyl)pyrazolo[1,5-a]pyrimidine